ClC1=CC=C(C=C1)NC(=O)NC1=CC(=CC=C1)N1CCN(CC1)C 1-(4-chlorophenyl)-3-[3-(4-methylpiperazin-1-yl)phenyl]Urea